(1S,4s)-4-(8-(2,6-dichlorophenylamino)-2-((1R,3S)-3-hydroxy-3-methylcyclohexylamino)-9H-purin-9-yl)cyclohexanecarboxamide ClC1=C(C(=CC=C1)Cl)NC=1N(C2=NC(=NC=C2N1)N[C@H]1C[C@@](CCC1)(C)O)C1CCC(CC1)C(=O)N